bis(cymene) tetrachloride [Cl-].[Cl-].[Cl-].[Cl-].C1(=CC=C(C=C1)C)C(C)C.C1(=CC=C(C=C1)C)C(C)C